C(CCCCCCCCCCC)OS(=O)(=O)[O-].[Na+] sodium lauryl-sulphate